3-thiatetradecanoic Acid C(CSCCCCCCCCCCC)(=O)O